COC1=CC=C(C=N1)C1=CC(=NN1)NC1=C(C=C(C=C1)NC(C)=O)C N-(4-((5-(6-methoxypyridin-3-yl)-1H-pyrazol-3-yl)amino)-3-methylphenyl)acetamide